naphthalene-β-sulfonic acid C1=C(C=CC2=CC=CC=C12)S(=O)(=O)O